FC(C1CCCN(C1)C(=O)[O-])(F)F 5-(trifluoro-methyl)-piperidine-1-carboxylate